1-Isocyano-2-(1-phenylvinyl)naphthalene [N+](#[C-])C1=C(C=CC2=CC=CC=C12)C(=C)C1=CC=CC=C1